FC(OC1=NC=C(C(=O)NCC=2C=NN3C2C=NC=C3)C=C1F)F 6-(difluoromethoxy)-5-fluoro-N-(pyrazolo[1,5-a]pyrazin-3-ylmethyl)nicotinamide